C(CCC)OC(=O)N1CC=2N=C(N=C(C2CC1)Cl)Cl butyl-2,4-dichloro-5H,6H,7H,8H-pyrido[3,4-d]pyrimidine-7-carboxylate